ClC1=CC=2OCCN(S(C2N=C1)(=O)=O)[C@H](C(=O)OC(C)(C)C)C(C)C1=C(C(=CC=C1F)C)C tert-butyl (2S)-2-(7-chloro-1,1-dioxido-3,4-dihydro-2H-pyrido[3,2-b][1,4,5]oxathiazepin-2-yl)-3-(6-fluoro-2,3-dimethylphenyl)butanoate